tert-butyl 4-[[2-[6-[2-cyano-3-[[ethyl(methyl)sulfamoyl]amino]-6-fluoro-phenoxy]-4-oxo-quinazolin-3-yl]-7-azaspiro[3.5]nonan-7-yl]methyl]-4-hydroxy-piperidine-1-carboxylate C(#N)C1=C(OC=2C=C3C(N(C=NC3=CC2)C2CC3(C2)CCN(CC3)CC3(CCN(CC3)C(=O)OC(C)(C)C)O)=O)C(=CC=C1NS(N(C)CC)(=O)=O)F